ClC=1SC=C(N1)C(C(=O)O)(F)F 2-(2-chlorothiazol-4-yl)-2,2-difluoroacetic acid